CN(CCC[Al])C 3-(dimethylamino)propylaluminium